ClC=1C=C(C(=NC1)C=1C(=C(C=NC1)\C=N\NS(=O)(=O)C1=CC=C(C=C1)C)C)F N-[(E)-[5-(5-chloro-3-fluoro-2-pyridyl)-4-methyl-3-pyridyl]methyleneamino]-4-methyl-benzenesulfonamide